7-bromo-8-fluoro-3,4-dihydro-2H-1,4-benzoxazepin-5-one BrC=1C(=CC2=C(C(NCCO2)=O)C1)F